C(C1=CC=CC=C1)N1CC2(CC1)CCC(CC2)N([C@H](CCCCN(C)C)C(=O)N2[C@@H](CN(CC2)C=2O[C@H]([C@@H](N2)C)C2=CC=CC=C2)C(=O)NCC=2SC=CC2)C (2S)-1-[N2-(2-benzyl-2-azaspiro[4.5]dec-8-yl)-N2,N6,N6-trimethyl-D-lysyl]-4-[(4S,5S)-4-methyl-5-phenyl-4,5-dihydro-1,3-oxazol-2-yl]-N-(thiophen-2-ylmethyl)piperazine-2-carboxamide